COC(=O)C=1C=NC(=NC1)N(C)CC1=CC=2N=C(N=C(C2S1)N1CCOCC1)C=1C=NC(=CC1)OC Methyl-2-(((2-(6-methoxypyridin-3-yl)-4-morpholinothieno[3,2-d]pyrimidinyl) methyl) (methyl)amino)pyrimidine-5-carboxylate